C(C)N(CCNC(=O)C=1C(=C(NC1C)\C=C\1/C(N(C2=CC=C(C=C12)F)C(=O)[O-])=O)C)CC (Z)-3-((4-((2-(diethylamino) ethyl) carbamoyl)-3,5-dimethyl-1H-pyrrol-2-yl) methylene)-5-fluoro-2-oxoindole-1-carboxylate